C(#N)CC(=O)C=1C=NN(C1)C(=CC#N)C1CCCC1 3-(4-(2-cyanoacetyl)-1H-pyrazol-1-yl)-3-cyclopentylacrylonitrile